N1=C(C=CC=C1)C1(CC1)CO (1-(pyridin-2-yl)cyclopropyl)methanol